1-(3-bromo-2-hydroxymethylphenyl)-3-[3-(2-hydroxyethylamino)-5-methoxyphenyl]urea BrC=1C(=C(C=CC1)NC(=O)NC1=CC(=CC(=C1)OC)NCCO)CO